COC=1N=C2C=C(C=NC2=CC1)NC 6-methoxy-N-methyl-1,5-naphthyridin-3-amine